[O-]S(=O)(=O)C(F)(F)F.C(C)(C)(C)OC1=CC=C(C=C1)[S+](C1=CC=CC=C1)C1=CC=CC=C1 (p-tert-butoxyphenyl)diphenylsulfonium triflate